O[C@@]1([C@H](CN(C1)S(=O)(=O)C1=C(C=C(C=C1Cl)Cl)Cl)OC=1C=CC(=NC1)C#N)CO 5-(((3S,4R)-4-hydroxy-4-(hydroxymethyl)-1-((2,4,6-trichlorophenyl)sulfonyl)pyrrolidin-3-yl)oxy)picolinonitrile